C(C)(C)(C)OC(N[C@@H]1[C@@H](OCC12CCN(CC2)C=2N=C1C(=NC2CO)C(=NN1COCC[Si](C)(C)C)I)C)=O ((3S,4S)-8-(5-(hydroxymethyl)-3-iodo-1-((2-(trimethylsilyl)ethoxy)methyl)-1H-pyrazolo[4,3-b]pyrazin-6-yl)-3-methyl-2-oxa-8-azaspiro[4.5]decan-4-yl)carbamic acid tert-butyl ester